(cis)-2,3-epoxycyclohexyl-carbamic acid C1(C2C(CCC1)O2)NC(O)=O